C(C1=CC=CC=C1)N(C1=CC=C2C(CCC3(CC=4N=C(N=C(C4CO3)N3CCOCCC3)SC)C2=C1Br)C)CC1=CC=CC=C1 N,N-Dibenzyl-8-bromo-4-methyl-2'-(methylthio)-4'-(1,4-oxazepan-4-yl)-3,4,5',8'-tetrahydro-2H-spiro[naphthalene-1,7'-pyrano[4,3-d]pyrimidin]-7-amine